O1-benzyl O2-methyl 2-[2-(oxiran-2-yl)ethyl]pyrrolidine-1,2-dicarboxylate O1C(C1)CCC1(N(CCC1)C(=O)OCC1=CC=CC=C1)C(=O)OC